3-methyl-5-(N-([1,1'-biphenyl]-3-ylmethyl)-N-phenethylsulfamoyl)benzofuran-2-carboxylic acid ethyl ester C(C)OC(=O)C=1OC2=C(C1C)C=C(C=C2)S(N(CCC2=CC=CC=C2)CC=2C=C(C=CC2)C2=CC=CC=C2)(=O)=O